P(O)(O)O.B(O)(O)O.C[SiH](C)C.C[SiH](C)C.C[SiH](C)C tristrimethylsilane borate phosphite